2-(allylamino)-5-(3-(2-oxo-1,2,3,4-tetrahydroquinolin-6-yl)-1,2,4-oxadiazol-5-yl)benzonitrile C(C=C)NC1=C(C#N)C=C(C=C1)C1=NC(=NO1)C=1C=C2CCC(NC2=CC1)=O